(S)-1-(4-Methoxy-benzenesulfonyl)-pyrrolidine-2-carboxylic acid benzofuran-6-ylmethyl-(4,4-difluoro-cyclohexyl)-amide O1C=CC2=C1C=C(C=C2)CN(C(=O)[C@H]2N(CCC2)S(=O)(=O)C2=CC=C(C=C2)OC)C2CCC(CC2)(F)F